Tert-butyl (1R,5S,6s)-6-(6-chloro-7-fluoro-1-tosyl-1H-pyrrolo[3,2-c]pyridin-3-yl)-3-azabicyclo[3.1.0]hexane-3-carboxylate ClC1=C(C2=C(C=N1)C(=CN2S(=O)(=O)C2=CC=C(C)C=C2)C2[C@@H]1CN(C[C@H]21)C(=O)OC(C)(C)C)F